Ethyl 2-(4-(2-((6-(5-(2-ethoxyphenoxy)pyridin-3-yl)pyrazin-2-yl)amino)-2-oxoethyl)phenyl)-2,2-difluoroacetate C(C)OC1=C(OC=2C=C(C=NC2)C2=CN=CC(=N2)NC(CC2=CC=C(C=C2)C(C(=O)OCC)(F)F)=O)C=CC=C1